2-chloro-4-isocyanato-1,3-dimethylbenzene ClC1=C(C=CC(=C1C)N=C=O)C